((2r,3s)-1-(7-chloro-1-isopropyl-2,6-naphthyridin-4-yl)-2-methylazetidin-3-yl)-N-methylmethanesulfonamide ClC1=NC=C2C(=CN=C(C2=C1)C(C)C)N1[C@@H]([C@H](C1)CS(=O)(=O)NC)C